O=C1C(C(CC1)CC(=O)OC)C\C=C/CC methyl (Z)-2-(3-oxo-2-(pent-2-en-1-yl)cyclopentyl)acetate